C[C@]12CC(C[C@](CC1)(N2)C)N(C2=CC=C(N=N2)C2=C(C=C(C(=C2)F)C=2C=NN=NC2)O)C 2-(6-(((1R,3s,5S)-1,5-dimethyl-8-azabicyclo[3.2.1]octan-3-yl)(methyl)amino)pyridazin-3-yl)-4-fluoro-5-(1,2,3-triazin-5-yl)phenol